2-(1-(3-(trifluoromethyl)pyridin-2-yl)cyclopropane-1-carboxamido)butanoic acid FC(C=1C(=NC=CC1)C1(CC1)C(=O)NC(C(=O)O)CC)(F)F